S1C=C(C=C1)CCO 2-(thien-3-yl)ethan-1-ol